[N+](=O)([O-])N(C(=N)N)CCC[Ti](OC)(OC)OC [3-(nitroguanidino)propyl]trimethoxytitanium